C(#N)C1=C(N(N=C1C)C1=CC=CC=C1)COC=1C=CC=NC1 5-[(4-cyano-5-methyl-2-phenyl-pyrazol-3-yl)methoxy]pyridine